FC1(CC(NC1)C1=NN(C=N1)C1=C(C=C(C=N1)NC(CN1N=C(C=C1C)C(F)(F)F)=O)F)F N-(6-(3-(4,4-Difluoropyrrolidin-2-yl)-1H-1,2,4-triazol-1-yl)-5-fluoropyridin-3-yl)-2-(5-methyl-3-(trifluoromethyl)-1H-pyrazol-1-yl)acetamide